C(C)C1(COC1)COCC1=CC=CC=C1 3-ethyl-3-[(phenylmethoxy)methyl]-oxetane